[6-(5-cyclobutyl-4H-1,2,4-triazol-3-yl)-2-azaspiro[3.3]heptan-2-yl]-[7-[6-(trifluoromethyl)pyridazin-3-yl]oxy-2-azaspiro[3.5]nonan-2-yl]methanone C1(CCC1)C=1NC(=NN1)C1CC2(CN(C2)C(=O)N2CC3(C2)CCC(CC3)OC=3N=NC(=CC3)C(F)(F)F)C1